7-methoxy-3-sulfanyl-[1,2,4]triazolo[4,3-a]pyrimidine COC1=NC=2N(C=C1)C(=NN2)S